2-((1-(2-(1-(cyclopropanecarbonyl)piperidin-4-yl)-6-methyl-4-oxo-4H-chromen-8-yl)ethyl)amino)benzoic acid C1(CC1)C(=O)N1CCC(CC1)C=1OC2=C(C=C(C=C2C(C1)=O)C)C(C)NC1=C(C(=O)O)C=CC=C1